C(CCCCCCCCC)(=O)OC1=C(C=CC=C1)S(=O)(=O)[O-] (decanoyloxy)benzene-1-sulfonate